C(C)(C)NCC(CNCC)O 1-isopropylamino-3-ethylamino-2-propanol